tert-butyl 3-(3-chloro-4-(2,2-difluoroethylcarbamoyl) phenylamino)azetidine-1-carboxylate ClC=1C=C(C=CC1C(NCC(F)F)=O)NC1CN(C1)C(=O)OC(C)(C)C